FC=1C=CC(=C(C1)C(N1C(C2=CC(=CC=C2C1)C1=CC=C(C=C1)C1CCN(CC1)C)=O)C1=NC=2C(=NC=CN2)N1)O 2-[(5-Fluoro-2-hydroxy-phenyl)-(1H-imidazo[4,5-b]pyrazin-2-yl)methyl]-6-[4-(1-methyl-4-piperidyl)phenyl]isoindolin-1-one